O1C(=CC=C1)C1=NN2C(N=C(N=C2N)N2CC(CCC2)CN2CCN(CC2)C2=CC(=NC=C2)C)=N1 2-(furan-2-yl)-5-(3-((4-(2-methylpyridin-4-yl)piperazin-1-yl)methyl)piperidin-1-yl)-[1,2,4]triazolo[1,5-a][1,3,5]triazine-7-amine